Cl.C1NCC2=CC=CC=C12 Isoindoline hydrochloride